2-cyano-4-(1-(quinolin-5-yl)-5-(trifluoromethyl)-1H-pyrazole-4-carboxamido)benzoic acid C(#N)C1=C(C(=O)O)C=CC(=C1)NC(=O)C=1C=NN(C1C(F)(F)F)C1=C2C=CC=NC2=CC=C1